FC([C@@](CO)(C)NC(=O)C=1N=C2N(C=CC=C2C2=C(C=CC=C2)OCC(F)(F)F)C1)(F)F (S)-N-(1,1,1-trifluoro-3-hydroxy-2-methylpropan-2-yl)-8-(2-(2,2,2-trifluoroethoxy)phenyl)imidazo[1,2-a]pyridine-2-carboxamide